N1CNC2=C1C1=C(C(=C2)C(=O)O)OC=CO1 dihydro-3H-[1,4]dioxino[2',3':3,4]benzo[1,2-d]imidazole-5-carboxylic acid